(R)-2-(3-bromophenyl)pyrrolidinemethanethiol BrC=1C=C(C=CC1)[C@@H]1N(CCC1)CS